5-(trifluoromethoxy)tryptamine hydrochloride Cl.FC(OC1=CC=C2NC=C(CCN)C2=C1)(F)F